C1(CC1)C1=CC(=NC=2N1N=C(C2)C2=C(C=C(C=C2C)N2C[C@H](CC2)C(=O)N)F)C(=O)N2[C@@H](C1=CC=CC=C1CC2)C (3S)-1-(4-{7-cyclopropyl-5-[(1R)-1-methyl-1,2,3,4-tetrahydroisoquinoline-2-carbonyl]pyrazolo[1,5-a]pyrimidin-2-yl}-3-fluoro-5-methylphenyl)pyrrolidine-3-carboxamide